C(CCCCCC(=O)OC(CCCCCCCC)CCCCCCCC)(=O)[O-] 7-(heptadecan-9-yl) heptanedioate